methyl 6-(4-((3-fluoro-[1,1'-biphenyl]-4-yl)methyl)-2,5-dimethylthiophene-3-carboxamido)spiro[3.3]heptane-2-carboxylate FC=1C=C(C=CC1CC=1C(=C(SC1C)C)C(=O)NC1CC2(CC(C2)C(=O)OC)C1)C1=CC=CC=C1